C1=CC=CC=2C3=CC=CC=C3C(C12)COC(=O)NCC(=O)NCC(=O)NCC(=O)N[C@@H](CCCCN)C(=O)O (((9H-fluoren-9-yl)methoxy)carbonyl)glycylglycylglycyl-L-lysine